2,4-Ditert-butyl-6-(4-(tert-butyl)-6-chloropyridin-2-yl)phenol Cesium carbonate C([O-])([O-])=O.[Cs+].C(C)(C)(C)C1=C(C(=CC(=C1)C(C)(C)C)C1=NC(=CC(=C1)C(C)(C)C)Cl)O.[Cs+]